8-((R)-2,3-Dihydroxy-propoxy)-6,6-dimethyl-6H-benzo[b]naphtho[2,3-d]furan-11-one O[C@@H](COC=1C=C2C(C3=C(C4=C(O3)C=CC=C4)C(C2=CC1)=O)(C)C)CO